N-(6-methyl-5-(trifluoromethyl)pyridin-3-yl)-1-(1-oxo-1,2-dihydroisoquinolin-5-yl)-5-(trifluoromethyl)-1H-pyrazole-4-carboxamide CC1=C(C=C(C=N1)NC(=O)C=1C=NN(C1C(F)(F)F)C1=C2C=CNC(C2=CC=C1)=O)C(F)(F)F